Farnesol OCC=C(C)CCC=C(C)CCC=C(C)C